5,5'-(butane-1,4-diyl)bis(N-benzyl-1,3,4-thiadiazole-2-carboxamide) C(CCCC1=NN=C(S1)C(=O)NCC1=CC=CC=C1)C1=NN=C(S1)C(=O)NCC1=CC=CC=C1